N-(1-((2-hydroxyethyl)amino)-2-methyl-1-oxopropan-2-yl)acrylamide OCCNC(C(C)(C)NC(C=C)=O)=O